CC(C)(CO)[C@H](C(=O)NCCC(=O)N[C@@H](CS)C(=O)[O-])O The molecule is conjugate base of N-[(R)-pantothenoyl]-L-cysteine. It has a role as a human metabolite. It is a conjugate base of a N-[(R)-pantothenoyl]-L-cysteine.